[Br-].C(C#C)OCC[N+](C)(C)C Propargylcholin bromid